ClC=1C=C(C=CC1F)C(C=1N(C(=C(N1)I)SC)COCC[Si](C)(C)C)C1=CC(=C(C=C1)F)Cl 2-(bis(3-chloro-4-fluorophenyl)methyl)-4-iodo-5-(methylthio)-1-((2-(trimethylsilyl)eth-oxy)methyl)-1H-imidazole